ClC=1C=C2/C(/C(NC2=CC1)=O)=C/1\C(N(/C(/S1)=N/C1=CC=CC=C1)C1=CC=CC=C1)=O (Z)-5-((Z)-5-chloro-2-oxoindolin-3-ylidene)-3-phenyl-2-(phenylimino)thiazolidin-4-one